2-(2-(morpholinomethyl)benzyl)imidazo[1,2-c]quinazolin-5-amine O1CCN(CC1)CC1=C(CC=2N=C3N(C(=NC=4C=CC=CC34)N)C2)C=CC=C1